2-({2-[(2,6-Difluoro-4-methylphenyl)methoxy]-3-(trifluoromethyl)-5,6,7,8-tetrahydro-1,7-naphthyridin-7-yl}methyl)-1-{[(2S)-oxetan-2-yl]methyl}-1H-1,3-benzodiazole-6-carboxylic acid FC1=C(C(=CC(=C1)C)F)COC1=NC=2CN(CCC2C=C1C(F)(F)F)CC1=NC2=C(N1C[C@H]1OCC1)C=C(C=C2)C(=O)O